COC=1C=C(C#N)C=CC1C=1C=NC=2N(C1)C=C(N2)COC2=NC=CC=C2 3-methoxy-4-[2-(2-pyridinyloxymethyl)imidazo[1,2-a]pyrimidin-6-yl]benzonitrile